C(C)SC1=NC(=NC(=C1NC(CC(C)(C)C)=O)C)N1CC2=CC=C(C=C2CC1)F N-(4-(ethylsulfanyl)-2-(6-fluoro-3,4-dihydroisoquinolin-2(1H)-yl)-6-methylpyrimidin-5-yl)-3,3-dimethylbutyramide